C(=O)C1(CCN(CC1)C1=C(C=CC=C1)NS(=O)(=O)C1=CC=C(C=C1)S(=O)(=O)N(C)C)C N1-(2-(4-formyl-4-methylpiperidin-1-yl)phenyl)-N4,N4-dimethylbenzene-1,4-disulfonamide